C(/C)=C/1\[C@H]2[C@@H]3C[C@H]4O[C@]4(C[C@@H]3[C@@H](C1)C2)C |r| (1RS,2RS,4SR,6RS,8RS,9RS,10E)-10-ethylidene-4-methyl-5-oxatetracyclo[7.2.1.0~2,8~.0~4,6~]dodecane